{[3-({3-chloro-5-fluoro-6-[3-methyl-2,6-dioxo-4-(trifluoromethyl)-3,6-dihydropyrimidin-1(2H)-yl]pyridin-2-yl}oxy)pyridin-2-yl]oxy}acetic acid ClC=1C(=NC(=C(C1)F)N1C(N(C(=CC1=O)C(F)(F)F)C)=O)OC=1C(=NC=CC1)OCC(=O)O